BrC=1NC2=CC=C(C=C2C1CC(=O)OC1=C(C(=C(C(=C1F)F)F)F)F)OC (2,3,4,5,6-pentafluorophenyl) 2-(2-bromo-5-methoxy-1H-indol-3-yl)acetate